FC1(CCN(CC1)C1=NC2=C(C=C(N=C2C(N1C)=O)C)C(C)NC1=C(C(=O)O)C=CC=C1)F o-{1-[2-(4,4-Difluoro-1-piperidyl)-3-methyl-6-methyl-4-oxo-3H-1,3,5-triazanaphth-8-yl]ethylamino}benzoic acid